NC1=NC=NC=2N(C3=CC=C(C=C3C21)C(NCC2CC2)=O)CC(=O)O 2-(4-amino-6-((cyclopropylmethyl)carbamoyl)-9H-pyrimido[4,5-b]indol-9-yl)acetic acid